(R)-N-(1-(5-fluoro-2-methoxyphenyl)ethyl)-3-(4-(1-methyl-1H-pyrazol-4-yl)pyridin-2-yl)imidazo[1,2-b]pyridazin-6-amine FC=1C=CC(=C(C1)[C@@H](C)NC=1C=CC=2N(N1)C(=CN2)C2=NC=CC(=C2)C=2C=NN(C2)C)OC